3-(2-cyclopropyl-4-(trifluoromethyl)benzyl)-6-(hexahydropyrrolo[1,2-a]pyrazin-2(1H)-yl)isobenzofuran-1(3H)-one C1(CC1)C1=C(CC2OC(C3=CC(=CC=C23)N2CC3N(CC2)CCC3)=O)C=CC(=C1)C(F)(F)F